N-methyl-[1,1'-biphenyl]-3-carboxamide CNC(=O)C=1C=C(C=CC1)C1=CC=CC=C1